fluorocarbon oxygen phosphate P(=O)([O-])([O-])[O-].[O+2].F[C+3]